tert-Butyl 4-cyano-4-(4-nitrophenyl)butanoate C(#N)C(CCC(=O)OC(C)(C)C)C1=CC=C(C=C1)[N+](=O)[O-]